5-[(4-fluorobenzyl)methylamino]-2-pyridin-2-yl-4,5,6,7-tetrahydro-2H-indazol-3-ol FC1=CC=C(CN(C2CC3=C(N(N=C3CC2)C2=NC=CC=C2)O)C)C=C1